CC1=C(C(=O)C2=C(C(C=CC2=O)=O)C(C2=C(C=C(C=C2C)C)C)=O)C(=CC(=C1)C)C bis(2,4,6-trimethylbenzoyl)-benzoquinone